2-(3,4-difluorophenoxy)-N-{3-[(2-methylpyrazolo[1,5-a]pyrazin-4-yl)amino]bicyclo[1.1.1]pentan-1-yl}acetamide methyl-6-(3-(4-methoxybenzyl)ureido)chromane-2-carboxylate COC(=O)C1OC2=CC=C(C=C2CC1)NC(=O)NCC1=CC=C(C=C1)OC.FC=1C=C(OCC(=O)NC23CC(C2)(C3)NC=3C=2N(C=CN3)N=C(C2)C)C=CC1F